ClC=1C=CC(=C2CN(C(C12)=O)C1C(NC(CC1)=O)=O)C 3-(7-chloro-4-methyl-1-oxoisoindolin-2-yl)piperidine-2,6-dione